CN1C(=NC2=C1C=CC=C2)C2=CC1=C(N=C(N1CC1=CC(=C(C=C1)C=1C(=CC=CC1)S(=O)(=O)N(COC)C1=C(C(=NO1)C)C)COCC)CCC)C(=C2)C 4'-((1,7'-dimethyl-2'-propyl-1H,3'H-[2,5'-bibenzo[d]imidazol]-3'-yl)methyl)-N-(3,4-dimethylisoxazol-5-yl)-2'-(ethoxymethyl)-N-(methoxymethyl)-[1,1'-biphenyl]-2-sulfonamide